(1,1,1-tris(3,5-dimethoxymethyl-4-hydroxyphenyl))methane COCC=1C=C(C=C(C1O)COC)C(C1=CC(=C(C(=C1)COC)O)COC)C1=CC(=C(C(=C1)COC)O)COC